(2S,3R)-3-hydroxy-2-piperidinecarboxylate O[C@H]1[C@H](NCCC1)C(=O)[O-]